ethyl rac-(2S)-2-[tert-butyl(dimethyl)silyl]oxy-3-(2-hydroxyphenyl)propanoate [Si](C)(C)(C(C)(C)C)O[C@H](C(=O)OCC)CC1=C(C=CC=C1)O |r|